(2R,3S)-3-((6-(((3RS,4RS)-1-((1H-imidazol-2-yl)sulfonyl)-4-fluoropyrrolidin-3-yl)amino)-9-methyl-9H-purin-2-yl)amino)pentan-2-ol N1C(=NC=C1)S(=O)(=O)N1C[C@H]([C@@H](C1)F)NC1=C2N=CN(C2=NC(=N1)N[C@H]([C@@H](C)O)CC)C |&1:10,11|